tert-butyl-formyl-3-hydroxy-2-methylbenzoate C(C)(C)(C)C=1C(=C(C(=C(C(=O)[O-])C1)C)O)C=O